di-ethyl-aminohafnium C(C)[Hf](N)CC